SCCCC1=C(C(=C(C=C1)C1=C(C=CC=C1)OCCCS)OCCCS)CCCS bis(3-mercaptopropyl)-2,2'-bis(3-mercaptopropoxy)biphenyl